2-(Azetidin-1-yl)-5-(8-(4-chlorophenyl)-2-imino-3-methyl-2,3-dihydro-1H-imidazo[4,5-c]quinolin-1-yl)-4-methylbenzonitrile N1(CCC1)C1=C(C#N)C=C(C(=C1)C)N1C(N(C=2C=NC=3C=CC(=CC3C21)C2=CC=C(C=C2)Cl)C)=N